(1r,4r)-4-((3-fluoro-4-nitrobenzyl)amino)cyclohexane-1-carboxylic acid methyl ester COC(=O)C1CCC(CC1)NCC1=CC(=C(C=C1)[N+](=O)[O-])F